C1(=CC(=CC=C1)C1=NN(C=C1)CC=1C=CC(=NC1)N1C(CC1)=O)C1=CC=CC=C1 1-(5-((3-([1,1'-biphenyl]-3-yl)-1H-pyrazol-1-yl)methyl)pyridin-2-yl)azetidin-2-one